1-methyl-7-(2-(((tetrahydro-2H-pyran-2-yl)oxy)methyl)-5,6-dihydro-4H-pyrrolo[1,2-b]pyrazol-3-yl)-1H-indole-2-carboxylic acid ethyl ester C(C)OC(=O)C=1N(C2=C(C=CC=C2C1)C1=C2N(N=C1COC1OCCCC1)CCC2)C